CS(=O)(=O)OCCC[C@@]1(O[C@@H]([C@@H]([C@@H]([C@H]1OCC1=CC=CC=C1)N1N=NC(=C1)C1=CC(=C(C(=C1)F)F)F)OCC1=CC=CC=C1)COCC1=CC=CC=C1)C#N 3-((2R,3R,4S,5R,6R)-3,5-bis(benzyloxy)-6-((benzyloxy)methyl)-2-cyano-4-(4-(3,4,5-trifluorophenyl)-1H-1,2,3-triazol-1-yl)tetrahydro-2H-pyran-2-yl)propyl methansulfonate